C(CCC)[C@@H]1N[C@@H](C2=CC=C(C=C2C1)F)C1=CC=C(C=C1)NC12CC3CC(CC(C1)C3)C2 (3S,5S,7S)-N-(4-((1R,3S)-3-butyl-6-fluoro-1,2,3,4-tetrahydroisoquinolin-1-yl)phenyl)adamantan-1-amine